ClC1=C(C=C2C=C(N=CC2=C1)NC(=O)[C@H]1[C@@H](C1)C=1C=NN(C1)C)C1CCN(CC1)[C@]1(COC[C@H]1O)C (1R,2R)-N-(7-chloro-6-(1-((3S,4S)-4-hydroxy-3-methyltetrahydrofuran-3-yl)piperidin-4-yl)isoquinolin-3-yl)-2-(1-methyl-1H-pyrazol-4-yl)cyclopropane-1-carboxamide